OCCN1C(C=C(C=C1C)N1CC(CC1)(C1=CC=CC=C1)C)=O 1-(2-hydroxyethyl)-6-methyl-4-(3-methyl-3-phenyl-pyrrolidin-1-yl)pyridin-2-one